3-(1'-((1-methyl-1H-indazol-4-yl)methyl)-7-oxo-5,7-dihydro-2H,6H-spiro[furo[2,3-f]isoindole-3,4'-piperidin]-6-yl)piperidine-2,6-dione CN1N=CC2=C(C=CC=C12)CN1CCC2(CC1)COC1=CC=3C(N(CC3C=C12)C1C(NC(CC1)=O)=O)=O